rac-(1R,3R)-3-methoxycyclopentan-1-amine hydrochloride Cl.CO[C@H]1C[C@@H](CC1)N |r|